BrC=1C=CC(=NC1OC)N1C(C2(CC1)CC1=CC=C(C=C1C2)F)=O (5-bromo-6-methoxypyridin-2-yl)-5-fluoro-1,3-dihydrospiro[indene-2,3'-pyrrolidine]-2'-one